3-(acryloyloxy)thioxanthone C(C=C)(=O)OC=1C=CC=2C(C3=CC=CC=C3SC2C1)=O